FC1=C(C(=C2C=CNC2=C1F)SC)OC1=C(C=C(C(=C1)C=1NC=C(N1)C1(CCOC2=CC=CC=C12)C)F)/C=C\1/CN2CCC1CC2 6,7-difluoro-5-[4-fluoro-5-[4-(4-methylchroman-4-yl)-1H-imidazol-2-yl]-2-[(E)-quinuclidin-3-ylidenemethyl]phenoxy]-4-methylsulfanyl-1H-indole